FC1=CC=CC2=C1NCC1C(C(N2C)=O)N(C(C1)=O)C1=NC(=CC(=C1)C(F)(F)F)C 6-fluoro-10-methyl-1-(6-methyl-4-(trifluoromethyl)pyridin-2-yl)-1,3a,4,5,10,11a-hexahydro-2H-benzo[b]pyrrolo[2,3-f][1,4]diazocin-2,11(3H)-dion